N1C=C(C2=CC=CC=C12)C1=NC(=NC=C1C(F)(F)F)N[C@H]1CN(CC1)CCC1CCN(CC1)CC1CCN(CC1)C=1C=C2CNC(C2=CC1F)=O 5-(4-((4-(2-((R)-3-((4-(1H-indol-3-yl)-5-(trifluoromethyl)pyrimidine-2-yl)amino)pyrrolidin-1-yl)ethyl)piperidin-1-yl)methyl)piperidin-1-yl)-6-fluoro-1-oxoisoindoline